O=C(CC(CC1=C(C=C(C(=C1)F)F)F)=O)N1CC=2N(CC1)C(=NN2)C(F)(F)F 4-oxo-4-[3-(trifluoromethyl)-5,6-dihydro[1,2,4]triazolo[4,3-a]pyrazin-7(8H)-yl]-1-(2,4,5-trifluorophenyl)butan-2-one